5-(oxetan-3-ylmethoxy)-3-(6-(piperidin-3-yl)pyridin-2-yl)pyrazolo[1,5-a]pyridine O1CC(C1)COC1=CC=2N(C=C1)N=CC2C2=NC(=CC=C2)C2CNCCC2